C(C)(C)(C)OC(=O)N1CCNCCC1.C1(CC1)NC(=O)C1=CC(=NC2=CC=CC=C12)C=1C=C2CN(C(C2=CC1)=O)C1C(NC(CC1)=O)=O N-cyclopropyl-2-[2-(2,6-dioxopiperidin-3-yl)-1-oxo-2,3-dihydro-1H-isoindol-5-yl]quinoline-4-carboxamide tert-butyl-1,4-diazepane-1-carboxylate